ClC1=C(\C=N\NC(C2=NC(=CC=C2)C2=CC=C(C=C2)OCC)=O)C(=CC=C1)Cl (E)-N'-(2,6-dichlorobenzylidene)-6-(4-ethoxyphenyl)picolinohydrazide